FC=1C=C(C=C(C1)F)[C@@H]1N(OCC1)C1=CC(=NC=N1)NC=1C(=CC(=C(C1)NC(C=C)=O)N1[C@@H](CN(CC1)C)C)OC N-(5-((6-((R)-3-(3,5-difluorophenyl)-isoxazolidine-2-yl)pyrimidine-4-yl)amino)-2-((R)-2,4-dimethylpiperazine-1-yl)-4-methoxyphenyl)acrylamide